N-(3-aminocyclohexyl)-3-aminopropanol NC1CC(CCC1)NCCCO